C(#N)C(C(=O)OOC)=C methoxy α-cyanoacrylate